3,3-dimethyl-4-[8-(3-pyridyl)-1-pyrimidin-4-yl-4,5-dihydrobenzo[g]indazole-3-carbonyl]piperazin-2-one CC1(C(NCCN1C(=O)C1=NN(C=2C3=C(CCC12)C=CC(=C3)C=3C=NC=CC3)C3=NC=NC=C3)=O)C